N-(1-(1H-indol-7-yl)ethyl)-2-methyl-5-nitrobenzamide N1C=CC2=CC=CC(=C12)C(C)NC(C1=C(C=CC(=C1)[N+](=O)[O-])C)=O